C(C=C)(=O)N1CC(CCC1)N(C)C1NC(C=2C(=NC=C(C21)F)C=2C=NN(C2)C(F)F)=O ((1-Acryloylpiperidin-3-yl)(methyl)amino)-4-(1-(difluoromethyl)-1H-pyrazol-4-yl)-7-fluoro-1H-pyrrolo[3,4-C]pyridin-3(2H)-one